FC1=NN=C2N1C1=CC(=CC=C1C(=N2)N(C2=CC=CC=C2)C)NC fluoro-N5,N8-dimethyl-N5-phenyl-[1,2,4]triazolo[4,3-a]quinazolin-5,8-diamine